ClC=1C=C2C(=C3C4(NC(NC13)=O)CCCCC4)OC(=C2)C(=O)NC2(CC2)C2CCOCC2 5'-chloro-N-[1-(oxan-4-yl)cyclopropyl]-7'-oxo-7',8'-dihydro-6'H-spiro[cyclohexane-1,9'-furo[2,3-f]quinazoline]-2'-carboxamide